C(#N)C1=CC=C(OC(C(=O)NC=2SC3=C(N2)C=C(C(=C3)OC)OC)C3=CC=C(C=C3)C(F)(F)F)C=C1 2-(4-Cyano-phenoxy)-N-(5,6-dimethoxy-benzothiazol-2-yl)-2-(4-trifluoromethyl-phenyl)-acetamide